3-(3-Bromo-4-fluorophenyl)propionic acid methyl ester COC(CCC1=CC(=C(C=C1)F)Br)=O